3-((3R,4R)-3-((7-(2-((2,3-dimethylphenyl)amino)benzoyl)-7H-pyrrolo[2,3-d]pyrimidine-4-yl)(methyl)amino)-4-methylpiperidin-1-yl)-3-oxopropionitrile CC1=C(C=CC=C1C)NC1=C(C(=O)N2C=CC3=C2N=CN=C3N([C@H]3CN(CC[C@H]3C)C(CC#N)=O)C)C=CC=C1